1-(5-Amino-2-chloropyridin-4-yl)-3-(3-(difluoromethyl)isothiazol-5-yl)urea NC=1C(=CC(=NC1)Cl)NC(=O)NC1=CC(=NS1)C(F)F